C1=CC=C(C=C1)OC2=NC3=C(C=C2)C=C(C=C3)CC(C(=O)O)NC(=O)C4=C(C=CC=C4Cl)Cl The molecule is an N-acyl amino acid that is alanine substituted by a 2,6-dichlorobenzoyl group at the N and a 2-phenoxy-6-quinolyl group at position 3. It is a member of quinolines, a dichlorobenzene, a non-proteinogenic amino acid derivative, an aromatic ether and a N-acyl-amino acid. It contains a 2,6-dichlorobenzoyl group.